rac-2-hydroxypropyl 4-{[3-(4-{[(3R,4S)-3-fluoro-1-methylpiperidin-4-yl]amino}-1-(2,2,2-trifluoroethyl)-1H-indol-2-yl)prop-2-yn-1-yl]amino}-3-methoxybenzoate F[C@@H]1CN(CC[C@@H]1NC1=C2C=C(N(C2=CC=C1)CC(F)(F)F)C#CCNC1=C(C=C(C(=O)OC[C@@H](C)O)C=C1)OC)C |&1:34|